methyl 2-(6-chloro-2-pyridyl)-1-(2-methoxy-5-methyl-phenyl)cyclopropanecarboxylate ClC1=CC=CC(=N1)C1C(C1)(C(=O)OC)C1=C(C=CC(=C1)C)OC